BrC1=C(C=C(C(=O)N2CC=3N(CC2)C(N(C3C(=O)N[C@@H](C)C3=C(C=C(C=C3)C#N)F)C3=CC=C(C=C3)OC3CC3)=O)C=C1)Cl |r| 7-(4-bromo-3-chloro-benzoyl)-2-[4-(cyclopropoxy)phenyl]-3-oxo-N-[rac-(1S)-1-(4-cyano-2-fluoro-phenyl)ethyl]-6,8-dihydro-5H-imidazo[1,5-a]pyrazine-1-carboxamide